((R)-7-hydroxy-6,7-dihydro-5H-pyrrolo[1,2-a]imidazol-2-yl)-2-(((S)-1,1,1-trifluoropropan-2-yl)oxy)benzamide O[C@@H]1CCN2C1=NC(=C2)C=2C(=C(C(=O)N)C=CC2)O[C@H](C(F)(F)F)C